(Tetrahydro-pyran-4-yl)-((S)-3-{6-(5-(trifluoromethyl)pyridin-3-yl)-5,6,7,8-tetrahydropyrido[4,3-d]pyrimidin-4-ylamino}pyrrolidin-1-yl)-methanone O1CCC(CC1)C(=O)N1C[C@H](CC1)NC=1C2=C(N=CN1)CCN(C2)C=2C=NC=C(C2)C(F)(F)F